1-(decan-2-yl) 17-(heptadecan-9-yl) 9-oxoheptadecanedioate O=C(CCCCCCCC(=O)OC(C)CCCCCCCC)CCCCCCCC(=O)OC(CCCCCCCC)CCCCCCCC